8-((5-Chloro-1-(1-methyl-1H-pyrazol-4-yl)-1H-indazol-6-yl)oxy)-4-(trifluoromethyl)-5,6,7,8-tetrahydroquinoline-3-carbonitrile ClC=1C=C2C=NN(C2=CC1OC1CCCC=2C(=C(C=NC12)C#N)C(F)(F)F)C=1C=NN(C1)C